C1(=CC=CC=C1)C1=NC(=NC2=CC=CC=C12)B(O)O 4-phenyl-quinazoline-2-boronic acid